(1H-Benzotriazol-1-yloxy)(dimethylamino)-N,N-dimethylmethaniminium N1(N=NC2=C1C=CC=C2)OC(=[N+](C)C)N(C)C